2-[(4-chloro-2,5-difluoro-phenyl)-methoxy-methylene]Malononitrile ClC1=CC(=C(C=C1F)C(=C(C#N)C#N)OC)F